[Si](C1=CC=CC=C1)(C1=CC=CC=C1)(C(C)(C)C)OCC1(CC1)CN1C(C[C@@H](C1)C1=C(C(=CC=C1OCOCC[Si](C)(C)C)Cl)Cl)=O |r| rac-1-((1-(((tert-butyldiphenylsilyl)oxy)methyl)cyclopropyl)methyl)-4-(2,3-dichloro-6-((2-(trimethylsilyl)ethoxy)methoxy)phenyl)pyrrolidin-2-one